4-(7-{6-[(exo)-8-azabicyclo[3.2.1]octan-3-yl(methyl)amino]pyridazin-3-yl}-1H-indazol-4-yl)pyridin-2-ol C12CC(CC(CC1)N2)N(C2=CC=C(N=N2)C=2C=CC(=C1C=NNC21)C2=CC(=NC=C2)O)C